ClC=1C=C(C=C(C1)C(F)(F)F)C1(CC(=NO1)C1=C2C=CN=CC2=C(C=C1)C(=O)NC1CC1)C(F)(F)F 5-[5-[3-chloro-5-(trifluoromethyl)phenyl]-4,5-dihydro-5-(trifluoromethyl)-3-isoxazolyl]-N-cyclopropyl-8-isoquinoline-carboxamide